NC=1C=C(COCC=2C=C(C=C(C2F)F)NC(OC(C)(C)C)=O)C=C(C1OC)C1=NN(C=N1)C Tert-butyl (3-(((3-amino-4-methoxy-5-(1-methyl-1H-1,2,4-triazol-3-yl)benzyl)oxy)methyl)-4,5-difluorophenyl)carbamate